NCCNC(CNC(C1=C(C=C(C=C1)NC=1C=2N(C=CN1)C(=CN2)C=2C(=NN(C2)CC#CC)C(F)(F)F)Cl)=O)=O N-[2-(2-aminoethylamino)-2-oxoethyl]-4-[[3-[1-but-2-ynyl-3-(trifluoromethyl)pyrazol-4-yl]imidazo[1,2-a]pyrazin-8-yl]amino]-2-chlorobenzamide